COC1=CC(=CC2=CC=C3C=CC=C(C3=C12)O)O 4-methoxyphenanthrene-2,5-diol